ClC=1C=C2C(=CC1Cl)NC(C21CN(C(C1)C)C(CO)=O)=O 5,6-dichloro-1'-(2-hydroxyacetyl)-5'-methyl-1H-spiro[indol-3,3'-pyrrolidin]-2-one